4-[[6-(cyclohexoxy)-9H-purin-2-yl]amino]-3-methyl-benzenesulfonyl chloride C1(CCCCC1)OC1=C2N=CNC2=NC(=N1)NC1=C(C=C(C=C1)S(=O)(=O)Cl)C